C1(CC1)C=1N=NN(C1)[C@H](C(=O)N1[C@@H](C[C@H](C1)O)C(=O)N[C@H]1C([C@H](C1)OC1=CC=CC=C1)(C)C)C(C)(C)C (2S,4R)-1-[(2S)-2-(4-cyclopropyltriazol-1-yl)-3,3-dimethyl-butanoyl]-N-[(1R,3S)-2,2-dimethyl-3-phenoxy-cyclobutyl]-4-hydroxy-pyrrolidine-2-carboxamide